9-[(1R)-1-cyclohexylethyl]-3-methyl-1,5,9-triazacyclododecan C1(CCCCC1)[C@@H](C)N1CCCNCC(CNCCC1)C